4-(((6-(((6-cyclopropylimidazo[1,2-a]pyridin-2-yl)methyl)amino)pyrimidin-4-yl)amino)methyl)-3,5-dimethylbenzimidamide C1(CC1)C=1C=CC=2N(C1)C=C(N2)CNC2=CC(=NC=N2)NCC2=C(C=C(C(N)=N)C=C2C)C